7-Benzyl-3-(2,4-difluorobenzyl)-9,9-difluoro-2,3,6,7,8,9-hexahydroimidazo[1,2-a]pyrido[3,4-e]pyrimidin-5(1H)-one C(C1=CC=CC=C1)N1CC=2C(N=C3N(C2C(C1)(F)F)CCN3CC3=C(C=C(C=C3)F)F)=O